(Z)-5-((1-ethylpiperidin-4-yl)amino)-3-((3-fluorophenyl)(5-methyl-1H-imidazol-2-yl)methylene)indolin-2-one C(C)N1CCC(CC1)NC=1C=C2/C(/C(NC2=CC1)=O)=C(/C=1NC(=CN1)C)\C1=CC(=CC=C1)F